2',4,4'-Trihydroxy-6'-methoxy-3'-(3-methylbut-2-en-1-yl)chalcone OC1=C(C(/C=C/C2=CC=C(C=C2)O)=O)C(=CC(=C1CC=C(C)C)O)OC